FC=1C=C(C=C(C1)F)N1CC(CC2=CC=CC=C12)NC(C=C)=O N-(1-(3,5-difluorophenyl)-1,2,3,4-tetrahydroquinolin-3-yl)acrylamide